trans-1,2,3-trichloro-5-(2,2-dichloro-3-(diethoxymethyl)cyclopropyl)benzene ClC1=C(C(=CC(=C1)[C@@H]1C([C@H]1C(OCC)OCC)(Cl)Cl)Cl)Cl